FC(C1=CN=C(S1)CO)(F)F [5-(trifluoromethyl)thiazol-2-yl]methanol